CC=1N(N=C2C(=NN=C(C21)C)N2CCC(CC2)C(=O)NCC2N(CCC2)CC)C2=CC=C(C=C2)C 1-[3,4-Dimethyl-2-(4-methylphenyl)pyrazolo[3,4-d]pyridazin-7-yl]-N-[(1-ethylpyrrolidin-2-yl)methyl]piperidine-4-carboxamide